ClC1=C(C(=CC(=C1)NC(CC=1C=NC(=CC1)SCC)=O)Cl)C1=CC=C(C=C1)S(=O)(=O)C N-(2,6-dichloro-4'-(methylsulfonyl)-[1,1'-biphenyl]-4-yl)-2-(6-(ethylthio)pyridin-3-yl)acetamide